N-{3-[2-(2,6-dioxopiperidin-3-yl)-1-oxo-2,3-dihydro-1H-isoindol-5-yl]isoquinolin-1-yl}acetamide O=C1NC(CCC1N1C(C2=CC=C(C=C2C1)C=1N=C(C2=CC=CC=C2C1)NC(C)=O)=O)=O